C12(CC(C1)C2)C2=NN(C(=C2I)C(=O)OCC)CC2(CC(C2)(F)F)C Ethyl 3-(bicyclo[1.1.1]pentan-1-yl)-1-((3,3-difluoro-1-methylcyclobutyl)methyl)-4-iodo-1H-pyrazole-5-carboxylate